Ethyl-propiolic acid C(C)C#CC(=O)O